methyl 2-(4-piperidyl)propanoate N1CCC(CC1)C(C(=O)OC)C